ClC=1C(=NC(=NC1)NC1CCOCC1)C1=CC=C2CN(C(C2=C1)=O)CC1=CC(=NO1)C 6-{5-chloro-2-[(oxan-4-yl)amino]pyrimidin-4-yl}-2-[(3-methyl-1,2-oxazol-5-yl)methyl]-2,3-dihydro-1H-isoindol-1-one